(2-methoxy-5-(trifluoromethoxy)phenyl)-3-(2-(thieno[3,2-d]pyrimidine-4-carbonyl)-2-azaspiro[3.3]heptan-6-yl)urea COC1=C(C=C(C=C1)OC(F)(F)F)NC(=O)NC1CC2(CN(C2)C(=O)C=2C3=C(N=CN2)C=CS3)C1